4-[(1R,2S)-6-t-butoxy-2-phenyl-tetrahydronaphthalen-1-yl]phenol C(C)(C)(C)OC=1C=C2CC[C@@H]([C@@H](C2=CC1)C1=CC=C(C=C1)O)C1=CC=CC=C1